O=CCC(CCC=CCCCCCCCC)=O 1-oxopentadec-6-en-3-one